tert-butyl 4-[1-(4,5-dichloro-2-methoxyphenyl)-2-hydroxyethyl]piperidine-1-carboxylate ClC1=CC(=C(C=C1Cl)C(CO)C1CCN(CC1)C(=O)OC(C)(C)C)OC